OC(C)C1=C(N(C(=N1)C#N)C)C#N 1-hydroxyethyl-3-methylimidazoldinitrile